N12CCN(C(CC1)CC2)C(=O)N2N=C(C1=C2CCC1)I (1,4-diazabicyclo[3.2.2]nonan-4-yl)(3-iodo-5,6-dihydrocyclopenta[c]pyrazol-1(4H)-yl)methanone